C(C)N(C1=CC(=C(C(=O)C2=C(C(=O)OCCCCCC)C=CC=C2)C=C1)O)CC n-Hexyl 2-(4-diethylamino-2-hydroxybenzoyl)-benzoate